N-(3-chloro-4-methoxyphenyl)prop-2-enamide ClC=1C=C(C=CC1OC)NC(C=C)=O